4-Benzyl-5,5-dideuterio-2-(5-fluoro-2-pyridinyl)morpholine C(C1=CC=CC=C1)N1CC(OCC1([2H])[2H])C1=NC=C(C=C1)F